COC(C=CCCCCCC)=O methyl-2-nonenoate